ClC1=NC2=C(C(=C(C=C2C(=N1)N1C[C@H]2CC[C@@H](C1)N2C(=O)OC(C)(C)C)Cl)C2=CC(=CC1=CC=C(C=C21)F)OCOC)F tert-butyl (1R,5S)-3-((R or S)-2,6-dichloro-8-fluoro-7-(7-fluoro-3-(methoxymethoxy) naphthalen-1-yl) quinazolin-4-yl)-3,8-diazabicyclo[3.2.1]Octane-8-carboxylate